ClC=1C=CN(C1[N+](=O)[O-])S(=O)(=O)C1=CC=CC=C1 4-Chloro-5-nitro-1-(benzenesulfonyl)-1H-pyrrole